OC12CC3(CC(CC(C1)C3)C2)NC=2NC(/C(/N2)=C/C=2C=C3C=CC=NC3=CC2)=O (4Z)-2-[(3-Hydroxy-1-adamantyl)amino]-4-(6-quinolylmethylene)-1H-imidazol-5-one